BrC=1C(=C(CNCCCNC2=CC(C3=C(N2)C=CS3)=O)C=C(C1)Br)OCCCC=1C=NC=CC1 5-{3-[3,5-dibromo-2-(3-pyridin-3-yl-propoxy)-benzylamino]-propylamino}-4H-thieno[3,2-b]pyridin-7-one